3-((7-(3-Cyclopropylpyrrolidine-1-carbonyl)-10-hydroxy-7-azaspiro[4.5]decan-10-yl)methyl)-6-phenylpyrimidin-4(3H)-one C1(CC1)C1CN(CC1)C(=O)N1CC2(CCCC2)C(CC1)(O)CN1C=NC(=CC1=O)C1=CC=CC=C1